OC(=O)C(F)(F)F.ONC(C1=CC=C(C=C1)CCCN1N=CC(=C1)CNC1C(C1)C1=CC=CC=C1)=O N-hydroxy-4-(3-(4-(((2-phenylcyclopropyl)amino)methyl)-1H-pyrazol-1-yl)propyl)benzamide TFA Salt